S1C(=NC2=C1C=CC=C2)C([C@H](C[C@H]2C(NCC2)=O)NC(=O)[C@H]2N(CC[C@@H](C2)C(C)(C)C)C([C@@H](NS(=O)(=O)C)C(C)C)=O)=O (2S,4S)-N-{(2S)-1-(1,3-benzothiazol-2-yl)-1-oxo-3-[(3S)-2-oxopyrrolidin-3-yl]propan-2-yl}-4-tert-butyl-1-[N-(methylsulfonyl)-L-valyl]piperidine-2-carboxamide